epoxypropoxy-propyl-trimethoxysilane CCC[Si](OC)(OC)OCOC(CC)OC(=O)CC